BrC=1C=C(C(NC1)=O)CN1C=NC(=C(C1=O)OC=1C(=C(C#N)C=C(C1)C(F)F)C)C(C(F)F)(F)F 3-((1-((5-bromo-2-oxo-1,2-dihydropyridin-3-yl)methyl)-6-oxo-4-(1,1,2,2-tetrafluoroethyl)-1,6-dihydropyrimidin-5-yl)oxy)-5-(difluoromethyl)-2-methylbenzonitrile